O1CCC(=CC1)C1=NN2C(N(C3=C(C2=O)C2(CC3)CCN(CCC2)C(C2=NC=CC=C2O)=O)CC(=O)N)=N1 2-(2'-(3,6-dihydro-2H-pyran-4-yl)-1-(3-hydroxypicolinoyl)-8'-oxo-5',8'-dihydrospiro[azepane-4,7'-cyclopenta[d][1,2,4]triazolo[1,5-a]pyrimidin]-4'(6'H)-yl)acetamide